C1(=CC=CC=C1)S(=O)(=O)O.N1=CN=C2NC=NC2=C1N[C@@H](CC)C=1OC2=CC=CC=C2C(C1C1=CC(=CC=C1)F)=O (S)-2-(1-(9H-purin-6-ylamino)propyl)-3-(3-fluorophenyl)-4H-chromen-4-one benzenesulfonate